O=C1NC(CCC1N1C(C2=CC=C(C=C2C1)C1=NC=CC2=CC=CC=C12)=O)=O 1-[2-(2,6-dioxopiperidin-3-yl)-1-oxo-2,3-dihydro-1H-isoindol-5-yl]isoquinolin